[Si](C)(C)(C(C)(C)C)O[C@H]1[C@@H](C1)N Trans-2-((tert-butyldimethylsilyl)oxy)cyclopropanamine